ClC=1C=NC(=NC1)C=1CCN(CC1)C=1N=C(C2=C(N1)CCCS2(=O)=O)NC2=CC(=C(C=C2)C2(CCC2)C(=O)O)F 1-(4-((2-(4-(5-chloropyrimidin-2-yl)-3,6-dihydropyridin-1(2H)-yl)-5,5-dioxo-7,8-dihydro-6H-thiopyrano[3,2-d]pyrimidin-4-yl)amino)-2-fluorophenyl)cyclobutane-1-carboxylic acid